7-(2-fluoroethyl)indol-4-ol tert-butyl-(2S,5S)-4-((4-cyanophenyl)(4-fluorophenyl)methyl)-5-(methoxymethyl)-2-methylpiperazine-1-carboxylate C(C)(C)(C)[C@@]1(N(C[C@H](N(C1)C(C1=CC=C(C=C1)F)C1=CC=C(C=C1)C#N)COC)C(=O)OC=1C=2C=CNC2C(=CC1)CCF)C